The molecule is a glucuronolactone. It has a role as a human metabolite and a mouse metabolite. It derives from a D-glucuronic acid. C(=O)[C@@H]([C@@H]1[C@@H]([C@@H](C(=O)O1)O)O)O